ClN1C(=O)N(C(=O)C1(C)C)Cl 1,3-di-chloro-5,5-dimethylhydantoin